CN1C(=O)NC(=O)C(=C1)C 1,5-dimethyluracil